((1-methyl-1H-pyrazol-4-yl)methyl-d2)-N-(1-methylcyclopropyl)-5-oxo-6,7a,8,9,10,10a-hexahydro-5H-cyclopenta[4,5]imidazo[1,2-a]quinazoline-3-sulfonamide CN1N=CC(=C1)C([2H])([2H])C1=CC(=CC=2C(NC=3N(C12)C1C(N3)CCC1)=O)S(=O)(=O)NC1(CC1)C